Tricyclo[4.3.2.22,5]tridecan C12C3CCC(C(CCC1)CC2)CC3